NC1=NN(C=C1C=1C=C2CCNC(C2=CC1)=O)C=1C=C(C=C(C1)OCCN(C)C)NC(C=C)=O N-(3-(3-amino-4-(1-oxo-1,2,3,4-tetrahydroisoquinolin-6-yl)-1H-pyrazol-1-yl)-5-(2-(dimethylamino)ethoxy)phenyl)acrylamide